(2E)-1-(4-Chloro-2-hydroxyphenyl)-3-(3,4-dihydro-2H-1,5-benzodioxepin-7-yl)prop-2-en-1-one ClC1=CC(=C(C=C1)C(\C=C\C1=CC2=C(OCCCO2)C=C1)=O)O